1,2-dibromo-4,5-dieicosanylbenzene BrC1=C(C=C(C(=C1)CCCCCCCCCCCCCCCCCCCC)CCCCCCCCCCCCCCCCCCCC)Br